N-((1R)-2-hydroxy-1-methylethyl)thiazole-2-carboxamide OC[C@@H](C)NC(=O)C=1SC=CN1